4-({2-[2,2-bis(1H-indol-3-yl)ethyl]phenyl}amino)-4-oxobutanoic acid N1C=C(C2=CC=CC=C12)C(CC1=C(C=CC=C1)NC(CCC(=O)O)=O)C1=CNC2=CC=CC=C12